C1(CC1)C=1C=C2C(=C(C(NC2=C2C=CC=NC12)=O)[N+]1=CC=CC=C1)C=1C2=CN(N=C2C(=CC1)F)C1OCCCC1 6-Cyclopropyl-4-[7-fluoro-2-(oxan-2-yl)indazol-4-yl]-3-pyridin-1-ium-1-yl-1H-1,7-phenanthrolin-2-one